C(C)(C)C=1C=C(C=CC1)[C@@H]1CC2(CN(C2)C=O)CC1 ((S)-6-(3-isopropylphenyl)-2-azaspiro[3.4]octan-2-yl)methanon